6-hydroxy-3-(4-methylthiazol-yl)-2,3-dihydro-1H-inden-1-one OC1=CC=C2C(CC(C2=C1)=O)C=1SC=C(N1)C